NC=1NN=C2C1[C@H]1C3=C(C(N([C@@H]2C1)C)=O)C=CC=C3OC(F)F (4R,11S)-1-amino-10-(difluoromethoxy)-5-methyl-2,4,5,11-tetrahydro-6H-4,11-methanobenzo[c]pyrazolo[4,3-f]azocin-6-one